3-fluoro-N-[2-(tert-butyldiphenylsilyloxy)ethyl]-1,6-phenylenediamine FC=1C=C(C(=CC1)N)NCCO[Si](C1=CC=CC=C1)(C1=CC=CC=C1)C(C)(C)C